C(C)(C)(C)N(C(O)=O)CC1=CC(=C(C(=C1)C)N)F.C(#N)NC(CNC(CN(S(=O)(=O)C)C1CCN(CC1)C(C)C1=CC=CC2=CC=CC=C12)=O)=O N-(2-cyanoamino-2-oxoethyl)-2-(N-(1-(1-(naphthalen-1-yl)ethyl)piperidin-4-yl)methanesulfonamido)acetamide tert-butyl-(4-amino-3-fluoro-5-methylbenzyl)carbamate